3-(N,N-dimethyldodecylammonio)propylphosphonic acid diethylester C(C)OP(OCC)(=O)CCC[N+](C)(C)CCCCCCCCCCCC